FC1=C(C=CC(=C1)F)S(=O)(=O)NC=1C=C(C=NC1OC)C1=CC=C2C=CN=C(C2=C1)N1CCNCC1 4-(7-(5-((2,4-difluorophenyl)sulfonylamino)-6-methoxypyridin-3-yl)isoquinolin-1-yl)piperazine